C(C)N(CC)CC.FS(=O)(=O)N fluorosulfonamide triethylamine salt